C(C1=CC=CC=C1)OC(=O)N1CCN(CC1)CC1CCC2(CCN(CC2)C(=O)OC(C)(C)C)CC1 tert-butyl 9-((4-((benzyloxy)carbonyl)piperazin-1-yl)methyl)-3-azaspiro[5.5]undecan-3-carboxylate